C1(CC1)C1=NC=NC(=C1C=1N=C(C2=C(N1)CCS2(=O)=O)NCC2=CC=C(C=C2)C=2N(C=C(N2)C(F)(F)F)C)OC 2-(4-cyclopropyl-6-methoxypyrimidin-5-yl)-4-((4-(1-methyl-4-(trifluoromethyl)-1H-imidazol-2-yl)benzyl)amino)-6,7-dihydrothieno[3,2-d]pyrimidine 5,5-dioxide